S(=O)([O-])[O-].C(C)[Sn+2]CC diethyltin sulfite